6-Bromo-7-{1-[1-(2-fluorophenyl)-1H-1,2,3-triazol-4-yl]ethyl}-5-[2-(trifluoromethyl)pyrimidin-5-yl]-7H-pyrrolo[2,3-d]pyrimidin-4-amine BrC1=C(C2=C(N=CN=C2N)N1C(C)C=1N=NN(C1)C1=C(C=CC=C1)F)C=1C=NC(=NC1)C(F)(F)F